5-deoxy-5-[18F]fluoro-D-ribose [18F]C[C@H]([C@H]([C@H](C=O)O)O)O